OCCC=1C(=NC=CC1)C1(COCC1)O 3-(3-(2-hydroxyethyl)pyridin-2-yl)tetrahydrofuran-3-ol